CCCC(C(C(=O)[O-])O)C(=O)[O-] The molecule is a dicarboxylic acid dianion resulting from the removal of a proton from both of the carboxylic acid groups of 3-propylmalic acid. It derives from a benzoin. It is a conjugate base of a 3-propylmalic acid.